C(CCCCCCC\C=C/CCCCCCCC)(=O)OCC(COC(CCCCCCC\C=C/CCCCCCCC)=O)COS(=O)(=O)C 2-(((methylsulfonyl)oxy)methyl)propane-1,3-diyl dioleate